4-(3,3,3-trifluoroprop-1-en-2-yl)-1,1'-biphenyl FC(C(=C)C1=CC=C(C=C1)C1=CC=CC=C1)(F)F